N-(4-((4-(5-methyl-1,2,4-oxadiazol-3-yl)-4-phenethyl-piperidin-1-yl)methyl)phenyl)acetamide CC1=NC(=NO1)C1(CCN(CC1)CC1=CC=C(C=C1)NC(C)=O)CCC1=CC=CC=C1